O=C(C(=O)O)N1C(SCC1)=S Oxo-2-thioxo-3-thiazolidinylacetic acid